5-((2-Chlorophenyl)(tetrahydrofuran-3-yl)methoxy)-N-((R,E)-4-(methylsulfonyl)but-3-en-2-yl)pyrimidine-2-carboxamide ClC1=C(C=CC=C1)C(OC=1C=NC(=NC1)C(=O)N[C@H](C)\C=C\S(=O)(=O)C)C1COCC1